3-[(5-chloro-1H-indol-2-yl)methyl]-1-methyl-1-{1-[2-(1H-1,2,4-triazol-1-yl)propanoyl]piperidin-3-yl}urea ClC=1C=C2C=C(NC2=CC1)CNC(N(C1CN(CCC1)C(C(C)N1N=CN=C1)=O)C)=O